(R)-4-(bis(4-methoxyphenyl)(phenyl)methyl)-3-methylpiperazin-2-one COC1=CC=C(C=C1)C(N1[C@@H](C(NCC1)=O)C)(C1=CC=CC=C1)C1=CC=C(C=C1)OC